ClC1COC2=C(O1)C=CC=C2 chloro-2,3-dihydrobenzo[b][1,4]dioxin